({2-[(1S,2S,4R,8S,9S,11S,12S,13R)-11-hydroxy-9,13-dimethyl-16-oxo-6-propyl-5,7-dioxapentacyclo[10.8.0.02,9.04,8.013,18]eicosan-14,17-dien-8-yl]-2-oxoethoxy})phosphinic acid O[C@H]1C[C@@]2([C@@]3(OC(O[C@@H]3C[C@H]2[C@@H]2CCC3=CC(C=C[C@@]3([C@@H]12)C)=O)CCC)C(COP(O)=O)=O)C